1-vinyl-4-(phenylcarbonyl)benzene tert-butyl-(1S,2S)-2-((benzyloxy)methyl)cyclopropane-1-carboxylate C(C)(C)(C)OC(=O)[C@@H]1[C@H](C1)COCC1=CC=CC=C1.C(=C)C1=CC=C(C=C1)C(=O)C1=CC=CC=C1